methyl 1-[6-(4-cyclopropyl-2-methyl-imidazol-1-yl)pyrimidin-4-yl]piperidine-4-carboxylate C1(CC1)C=1N=C(N(C1)C1=CC(=NC=N1)N1CCC(CC1)C(=O)OC)C